2-((1-((6-aminopyridin-3-yl)methyl)piperidin-4-yl)(methyl)amino)ethan-1-ol NC1=CC=C(C=N1)CN1CCC(CC1)N(CCO)C